triisopentylzirconium monohydroxide [OH-].C(CC(C)C)[Zr+](CCC(C)C)CCC(C)C